(1R,3R,5S)-8-[5-(5-fluoro-2-methylpyridin-4-yl)-1H-pyrazole-3-carbonyl]-8-azabicyclo[3.2.1]octane-3-carboxylic acid benzyl ester C(C1=CC=CC=C1)OC(=O)C1C[C@H]2CC[C@@H](C1)N2C(=O)C2=NNC(=C2)C2=CC(=NC=C2F)C